C(C)(C)(C)C1=CC(=C(C=C1)C=1NC(=CC(C1COC)=O)C)C 2-(4-tert-butyl-2-methyl-phenyl)-3-(methoxymethyl)-6-methyl-1H-pyridin-4-one